P(=O)(O)(O)OCC(=O)[C@@H](O)[C@@H](O)[C@H](O)CO phosphotagatose